5-fluoro-1-allyl-indole-2,3-dione FC=1C=C2C(C(N(C2=CC1)CC=C)=O)=O